4-((3s,5r)-3,4,5-trimethylpiperazin-1-yl)aniline C[C@H]1CN(C[C@H](N1C)C)C1=CC=C(N)C=C1